ethyl 1-((3-amino-4-methoxybenzo[d]isoxazol-6-yl)methyl)pyrrolidine-3-carboxylate NC1=NOC2=C1C(=CC(=C2)CN2CC(CC2)C(=O)OCC)OC